C(C)N(CCC1=CNC2=NC=C(C=C21)OC(F)(F)F)C N-ethyl-N-methyl-2-(5-(trifluoromethoxy)-1H-pyrrolo[2,3-b]pyridin-3-yl)ethan-1-amine